C(C)N(C(CCC1=NC2=CC=CC=C2C(N1)=O)=O)CC=1SC=CC1 n-ethyl-3-(4-oxo-3,4-dihydro-quinazolin-2-yl)-N-(thiophen-2-ylmethyl)propionamide